ClC=1C2=C(N=CN1)N(C=C2I)C 4-chloro-5-iodo-7-methylpyrrolo[2,3-d]pyrimidine